2'-chloro-5'-methoxy-N-(5-methoxy-1,3,4-thiadiazol-2-yl)-3',6-dimethyl-(4,4'-bipyridine)-3-carboxamide ClC1=NC=C(C(=C1C)C1=C(C=NC(=C1)C)C(=O)NC=1SC(=NN1)OC)OC